(R)-4-((1-(2-methyl-3-(trifluoromethyl)phenyl)ethyl)amino)-6-(piperazin-1-yl)quinoline-3-carbonitrile CC1=C(C=CC=C1C(F)(F)F)[C@@H](C)NC1=C(C=NC2=CC=C(C=C12)N1CCNCC1)C#N